1-(2-(3-oxa-6-azabicyclo[3.1.1]heptan-6-yl)ethyl)-N-(4,4-dimethylcyclohexyl)-4-hydroxy-2-oxo-1,2-dihydro-1,8-naphthyridine-3-carboxamide C12COCC(N1CCN1C(C(=C(C3=CC=CN=C13)O)C(=O)NC1CCC(CC1)(C)C)=O)C2